ethyl-3-(2-(3-((2,4-diamino-6-ethylpyrimidin-5-yl)oxy)propoxy)-5-hydroxyphenyl)propanoate C(C)OC(CCC1=C(C=CC(=C1)O)OCCCOC=1C(=NC(=NC1CC)N)N)=O